dibenzo[b,d]Furan-2-boronic acid C1=C(C=CC=2OC3=C(C21)C=CC=C3)B(O)O